C(C1=CC=CC=C1)N1CCN(CC1)C(=O)C=1C=CC2=C(NC(CO2)=O)C1 6-(4-benzylpiperazine-1-carbonyl)-4H-1,4-benzoxazin-3-one